FC1=C(C=C(C=C1)F)B(O)O (2,5-difluoro-phenyl)boronic acid